C(C1=CC(=O)NC(=O)N1)(=O)O.N1C[C@H](CC1)/C=C/C=1C=NC=NC1 (R)-5-((E)-2-Pyrrolidin-3-ylvinyl)pyrimidine mono-(R)-(-)-orotate salt